C(C)(C)(C)OC(=O)N1C[C@@H](C[C@@H](C1)O[Si](C1=CC=CC=C1)(C1=CC=CC=C1)C(C)(C)C)N.C(=C)(C)C1=C(C=CC=C1)NC(C1=CC=C(C=C1)Br)=O N-(2-isopropenylphenyl)p-bromobenzamide tert-Butyl-(3R,5S)-3-amino-5-[tert-butyl(diphenyl)silyl]oxy-piperidine-1-carboxylate